2-chloro-6-(trifluoromethyl)-quinazoline ClC1=NC2=CC=C(C=C2C=N1)C(F)(F)F